CN(NC)CC=1N(C2=CC=CC=C2C1)CCC(=O)NC(CS(=O)(=O)[O-])C=O 2-(3-(2-((1,2-dimethylhydrazinyl)methyl)-1H-indol-1-yl)propanamido)-3-oxopropane-1-sulfonate